BrC1=CC(=C(C=C1)S(=O)(=O)Cl)F 4-bromo-2-fluorobenzene-1-sulfonyl chloride